N1-benzyl-N2-(2-methylnaphthalen-1-yl)oxalamide C(C1=CC=CC=C1)NC(C(=O)NC1=C(C=CC2=CC=CC=C12)C)=O